F[B-](F)(F)F.C(CCC)[N+](CCCC)(CCCC)CCCC tetrabutylammonium fluoroborate salt